COC=1C=C2C3=C(NC2=CC1)C(N(CC3)C(CCN3N=NC(=C3)CCN3C(C=1NC2=CC=C(C=C2C1CC3)OC)C)=O)C 1-(6-methoxy-1-methyl-1,3,4,9-tetrahydro-2H-pyrido[3,4-b]indol-2-yl)-3-(4-(2-(6-methoxy-1-methyl-1,3,4,9-tetrahydro-2H-pyrido[3,4-b]indol-2-yl)ethyl)-1H-1,2,3-triazol-1-yl)propan-1-one